3-(tert-butyl)-2-ethyl-4-bromo-5-nitrothiophene-2,3-dicarboxylate C(C)(C)(C)C1(C(SC(=C1Br)[N+](=O)[O-])(C(=O)[O-])CC)C(=O)[O-]